Cl.ClCCCCCCCCNCCCCCC N-(8-chlorooctyl)-N-hexylamine hydrochloride